(Z)-4-(dibutylamino)-4-oxobut-2-enoic acid C(CCC)N(C(\C=C/C(=O)O)=O)CCCC